C(#N)C1=NC(=C2C=C(N=CC2=C1)N[C@@H]1CNCCC1)N[C@H](C)C1=CC=CC=C1 (S)-3-((7-cyano-5-(((R)-1-phenylethyl)amino)-2,6-naphthyridin-3-yl)amino)piperidine